C(CCCCCCCCCCCCCCCCC)F octadecyl-fluorine